FC=1C=C(C(=NC1)C)B(O)O (5-fluoro-2-methylpyridin-3-yl)boronic acid